C(C)OC(=O)C1=CC=C(C=C1)N(C=NCC1=CC=CC=C1)C1=CC=C(C=C1)C(=O)OCC di(4-ethoxycarbonylphenyl)-N'-benzyl-formamidine